(E)-4-(2-methoxyphenyl)-2-[1-cyclopropyl-2-(2-carboxy-4-fluorobenzylidene)hydrazino]thiazole COC1=C(C=CC=C1)C=1N=C(SC1)N(/N=C/C1=C(C=C(C=C1)F)C(=O)O)C1CC1